dicarbomethoxyterephthalic acid C(=O)(OC)C=1C(=C(C(=O)O)C=CC1C(=O)O)C(=O)OC